[Cl-].OC(C(=O)OC1CC2CCC(C1)[N+]21CCCC1)(C1=CC=CC=C1)C1=CC=CC=C1 3-(2-Hydroxy-2,2-diphenylacetoxy)spiro[bicyclo[3.2.1]octane-8,1'-pyrrolidin]-8-ium chloride